CC1(COC=2C1=C(C=CC2)O)C 3,3-Dimethyl-2,3-dihydro-1-benzofuran-4-ol